6-[3-(2-fluoro-5-methyl-anilino)-7,8-dihydro-5H-1,6-naphthyridin-6-yl]-4,5-dimethyl-pyridazine-3-carbonitrile FC1=C(NC=2C=NC=3CCN(CC3C2)C2=C(C(=C(N=N2)C#N)C)C)C=C(C=C1)C